4-VINYL-PHENOL C(=C)C1=CC=C(C=C1)O